OC1=C(C=C(C=C1C)C=1C=2N(C=NC1C1=CC=CC=C1)C(NN2)=O)C 8-(4-hydroxy-3,5-dimethyl-phenyl)-7-phenyl-[1,2,4]Triazolo[4,3-c]Pyrimidin-3-one